NC1=NC(=NC(=C1)C)OCCOCCC1CCN(CC1)C1=C(C(=O)O)C=CC(=C1)Br 2-(4-(2-(2-((4-amino-6-methylpyrimidin-2-yl)oxy)ethoxy)ethyl)piperidin-1-yl)-4-bromobenzoic acid